C(C#CC)OC=1C=C(C=CC1OC)C(CN1C(=CC(C=C1C)=O)C)=O 1-(2-(3-(but-2-yn-1-yloxy)-4-methoxyphenyl)-2-oxoethyl)-2,6-dimethylpyridin-4(1H)-one